COCCC=1C(=NN2C1N=C(C1=CC=CC=C21)N)C (2-methoxyethyl)-2-methylpyrazolo[1,5-a]quinazolin-5-amine